5-(allylmercapto)-1-{[3-(2-chlorophenyl)-2-(2,4-difluorophenyl)oxiran-2-yl]methyl}-1H-1,2,4-triazole C(C=C)SC1=NC=NN1CC1(OC1C1=C(C=CC=C1)Cl)C1=C(C=C(C=C1)F)F